C(C(O)CC(=O)OCCCCCCCCCCCCCCCC(C)C)(=O)OCCCCCCCCCCCCCCCC(C)C diiso-stearyl malate